3,5-di-t-butyl-4-hydroxybenzyl alcohol C(C)(C)(C)C=1C=C(CO)C=C(C1O)C(C)(C)C